5-(pyrimidin-5-yl)-N-(4-(pyrrolidin-1-ylmethyl)-pyridin-2-yl)thiazolo-[5,4-b]pyridin-2-amine N1=CN=CC(=C1)C1=CC=C2C(=N1)SC(=N2)NC2=NC=CC(=C2)CN2CCCC2